IC1=C(OCC(C)=O)C=C(C=C1)OC 3-(2-iodo-5-methoxyphenoxy)-2-propanone